1-methyl-1,3,4,6,7,8-hexahydro-2H-pyrimido[1,2-a]pyrimidine CN1C=2N(CCC1)CCCN2